[4-amino-2-(4-fluoroanilino)thiazol-5-yl]-(4-chlorophenyl)methanone NC=1N=C(SC1C(=O)C1=CC=C(C=C1)Cl)NC1=CC=C(C=C1)F